3-methyl-4-(8-(4-(methylsulfonyl)phenyl)-3-(1H-pyrazol-5-yl)imidazo[1,2-b]pyridazin-6-yl)morpholine CC1N(CCOC1)C=1C=C(C=2N(N1)C(=CN2)C2=CC=NN2)C2=CC=C(C=C2)S(=O)(=O)C